6-({[1,1'-Biphenyl]-3-yl}methyl)-1,7-diazaspiro[4.5]decan-2-one C1(=CC(=CC=C1)CC1C2(CCC(N2)=O)CCCN1)C1=CC=CC=C1